{1,4,8-triazacycloundecane-1,4,8-triyltris[methylene(2-hydroxy-5-methyl-3,1-phenylene)azanediyl(2-oxoethane-2,1-diyl)]}tris(phosphonic acid) N1(CCN(CCCN(CCC1)CC=1C(=C(C=C(C1)C)NC(CP(O)(O)=O)=O)O)CC=1C(=C(C=C(C1)C)NC(CP(O)(O)=O)=O)O)CC=1C(=C(C=C(C1)C)NC(CP(O)(O)=O)=O)O